3-mercapto-5,6,7,8-tetrahydronaphthalene-1-ol SC=1C=C(C=2CCCCC2C1)O